CC1=CC(=NC(=N1)SCCCC1=NC(=NO1)C1=CC=CC=C1)N 6-methyl-2-{[3-(3-phenyl-1,2,4-oxadiazol-5-yl)propyl]sulfanyl}pyrimidin-4-amine